(S)-2-((4-chloro-6-(4-chlorophenyl)pyrimidin-2-yl)amino)propan-1-ol Strontium-Rubidium [Rb].[Sr].ClC1=NC(=NC(=C1)C1=CC=C(C=C1)Cl)N[C@H](CO)C